1-((7-bromo-2-((1S,2S)-2-(4-methylpyrimidin-2-yl)cyclopropyl)quinolin-4-yl)amino)-2-methylpropan-2-ol BrC1=CC=C2C(=CC(=NC2=C1)[C@@H]1[C@H](C1)C1=NC=CC(=N1)C)NCC(C)(O)C